tosylchloramide sodium salt [Na].S(=O)(=O)(C1=CC=C(C)C=C1)NCl